C(#N)[C@H]1N(CSC1)C(=O)OC(C)(C)C tert-butyl (R)-4-cyanothiazolidine-3-carboxylate